C(CC\C=C\CCCC)(=O)O E-4-nonenoic acid